4-bromo-2-methoxy-N-[4-(trifluoromethyl)-2-pyridinyl]benzamide BrC1=CC(=C(C(=O)NC2=NC=CC(=C2)C(F)(F)F)C=C1)OC